CCC(C)(C)N(C(O)=O)C[C@@H]1N(CCNC1)C Methyl-{[(2R)-1-methylpiperazine-2-yl]methyl}tert-butyl-carbamic acid